N-{[6-({[(3,3-difluorocyclopentyl)methyl]amino}methyl)imidazo[1,2-a]pyridin-2-yl]methyl}-4-oxo-4H-pyrido[1,2-a]pyrimidine-2-carboxamide FC1(CC(CC1)CNCC=1C=CC=2N(C1)C=C(N2)CNC(=O)C=2N=C1N(C(C2)=O)C=CC=C1)F